ClC=1C=C(C=CC1F)NC1=NC=NC2=CC(=C(C=C12)O[C@@H]1CC[C@@H](CC1)N(C)S(=O)(=O)N1CCOCC1)OC 4-[(3-chloro-4-fluorophenyl)amino]-6-(cis-4-{N-[(morpholine-4-yl)sulfonyl]-N-methyl-amino}-cyclohexane-1-yloxy)-7-methoxy-quinazoline